6-bromo-8-fluoro-3,4-dihydro-2H-pyrano[2,3-b]quinoxaline BrC1=C2N=C3C(=NC2=CC(=C1)F)OCCC3